ClC=1N=C(C=2C(N1)=NC(CC2)C)Cl 2,4-dichloro-7-methyl-7H-pyrido[2,3-d]pyrimidine